N-(4-{[6-(5-chloro-2-fluoro-phenyl)-3-[(3-hydroxy-3-methylcyclobutyl)methoxy]-pyridazin-4-yl]amino}pyridin-2-yl)-3-(4-methylpiperazin-1-yl)propanamide ClC=1C=CC(=C(C1)C1=CC(=C(N=N1)OCC1CC(C1)(C)O)NC1=CC(=NC=C1)NC(CCN1CCN(CC1)C)=O)F